2-(2-(1-(Cyclopropylsulfonyl)-1H-pyrazol-4-yl)pyrimidin-4-yl)-N4-(4-((2-(dimethylamino)ethyl)amino)cyclohexyl)-5-(2-(trifluoromethyl)thiazol-4-yl)pyridine-2,4-diamine C1(CC1)S(=O)(=O)N1N=CC(=C1)C1=NC=CC(=N1)C1(NC=C(C(=C1)NC1CCC(CC1)NCCN(C)C)C=1N=C(SC1)C(F)(F)F)N